1-(4-fluoro-3-(trifluoromethyl)benzyl)-4-(3-(2-methylpyridin-4-yl)-1H-indazol-5-yl)pyridin-2(1H)-one FC1=C(C=C(CN2C(C=C(C=C2)C=2C=C3C(=NNC3=CC2)C2=CC(=NC=C2)C)=O)C=C1)C(F)(F)F